NN1C(N(N=CC1=O)C1=CC(=C(C(=C1)Cl)OC=1C=C2C(C(NC2=CC1)=O)(C)C(C)C)Cl)=O amino-2-(3,5-dichloro-4-((3-isopropyl-3-methyl-2-oxoindolin-5-yl)oxy)phenyl)-1,2,4-triazine-3,5(2H,4H)-dione